OC=1C(=C(O)C=CC1C(C)(C)C1=CC=C(C=C1)O)O dihydroxyl-bisphenol A